C(CCCCC)(=O)OCCCCCCCC\C=C/CCCCCCCCO Hexanoyl-oxyoleyl alcohol